methyl 2-((3-(difluoromethyl)-2-formylphenyl) amino)-4,5-difluoro-benzoate FC(C=1C(=C(C=CC1)NC1=C(C(=O)OC)C=C(C(=C1)F)F)C=O)F